ClC=1C(=C2C=NNC2=C(C1F)C(=C)C(C)C)C=1N=CC=2N(C1)C=C(N2)NC(=O)C2C(C2)F N-(6-(5-chloro-6-fluoro-7-(3-methylbut-1-en-2-yl)-1H-indazol-4-yl)imidazo[1,2-a]pyrazin-2-yl)-2-fluorocyclopropane-1-carboxamide